OC(C1=CC=CC=C1)S(=O)(=O)O hydroxy-toluenesulfonic acid